(3bR,4aR)-Ethyl 1-(2-(tert-butoxy)-2-oxoethyl)-3b,4,4a,5-tetrahydro-1H-cyclopropa[3,4]cyclopenta[1,2-c]pyrazole-3-carboxylate C(C)(C)(C)OC(CN1N=C(C2=C1C[C@@H]1[C@H]2C1)C(=O)OCC)=O